(2R)-2-hydroxy-3-heptanone O[C@H](C)C(CCCC)=O